1-(3,4-difluorobenzyl)-1H-1,2,4-triazole-3-carboxylic acid FC=1C=C(CN2N=C(N=C2)C(=O)O)C=CC1F